tert-butyl (S)-3-((R)-1-hydroxy-2-nitroethyl)-3,4-dihydroisoquinoline-2(1H)-carboxylate O[C@H](C[N+](=O)[O-])[C@H]1N(CC2=CC=CC=C2C1)C(=O)OC(C)(C)C